7-bromofuro[3,2-c]quinolin-4(5H)-one BrC=1C=CC=2C3=C(C(NC2C1)=O)C=CO3